3-(8-(bis(4-methoxybenzyl)amino)-2-((tert-butyldimethylsilyloxy)(2-fluoro-6-vinylphenyl)methyl)-[1,2,4]triazolo[1,5-a]pyrazin-6-yl)-2-fluorobenzonitrile COC1=CC=C(CN(C=2C=3N(C=C(N2)C=2C(=C(C#N)C=CC2)F)N=C(N3)C(C3=C(C=CC=C3C=C)F)O[Si](C)(C)C(C)(C)C)CC3=CC=C(C=C3)OC)C=C1